N1N=CC2=CC(=CC=C12)NC1=NC(=NC=C1)C1=CC=C2C=C(NC2=C1)C(=O)N1CCC2(CC1)CCNCC2 (6-(4-((1H-indazol-5-yl)amino)-pyrimidin-2-yl)-1H-indol-2-yl)(3,9-diazaspiro[5.5]undecan-3-yl)methanone